2-amino-4,6-dimethyl-phenol NC1=C(C(=CC(=C1)C)C)O